C1=C(NC=2C=CC3=C(C12)C=CC=C3)C(=O)C=3C=NC=CC3 (3H-benzo[e]indol-2-yl)-pyridin-3-yl-methanone